(S)-5-(1-(4,4-difluorocyclohexyl)-5-(3,5-dimethylisoxazol-4-yl)-1H-benzo[d]imidazol-2-yl)pyrrolidin-2-one FC1(CCC(CC1)N1C(=NC2=C1C=CC(=C2)C=2C(=NOC2C)C)[C@@H]2CCC(N2)=O)F